titanium molybdenum copper nitrogen [N].[Cu].[Mo].[Ti]